6-(Acryloyloxy)-hexyl methacrylat C(C(=C)C)(=O)OCCCCCCOC(C=C)=O